methyl-5-{6-oxo-2H,4H,5H,6H,7H-pyrazolo[3,4-b]pyridin-4-yl}-2-{[2-(trifluoromethyl)phenyl]methoxy}benzamide CC=1C(=C(C(=O)N)C=C(C1)C1C=2C(NC(C1)=O)=NNC2)OCC2=C(C=CC=C2)C(F)(F)F